4,4-bis(methoxycarbonyl)cyclopentane COC(=O)C1(CCCC1)C(=O)OC